BrC1=C(C=CC=C1)C=1C=NN(C1)CCCNC(OC(C)(C)C)=O tert-butyl N-[3-[4-(2-bromophenyl)pyrazol-1-yl]propyl]carbamate